BrC=1C=C(C=CC1)C1=C(C=NC=C1)\C=C(/C#N)\C1=CNC2=CC=C(C=C12)Cl (Z)-3-(4-(3-bromophenyl)pyridin-3-yl)-2-(5-chloro-1H-indol-3-yl)acrylonitrile